C1(=CCC=CCCC=CCCC1)C=O Cyclododeca-1,4,8-triene-1-carbaldehyde